alpha-aminolauric acid NC(C(=O)O)CCCCCCCCCC